FC(C1=NN(C=C1N1N=NC(=C1)C=1C=NN2C1N=C(C=C2)N2CCOCC2)C2C[C@@H](NCC2)C)F 4-(3-(1-(3-(difluoromethyl)-1-((2S)-2-methylpiperidin-4-yl)-1H-pyrazol-4-yl)-1,2,3-triazol-4-yl)pyrazolo[1,5-a]pyrimidin-5-yl)morpholine